C(C)C=1C=C(C=C)C=CC1CC 3,4-diethylstyrene